5-(4-methoxyquinazolin-6-yl)-N-(cis-3-morpholinocyclobutyl)pyrrolo[2,1-f][1,2,4]triazin-2-amine COC1=NC=NC2=CC=C(C=C12)C=1C=CN2N=C(N=CC21)N[C@@H]2C[C@@H](C2)N2CCOCC2